N-(1-cyclopropyl-2,2-difluoro-2-(phenylsulfonyl)ethyl)-2-methylpropane-2-sulfinamide C1(CC1)C(C(S(=O)(=O)C1=CC=CC=C1)(F)F)NS(=O)C(C)(C)C